6-(4-(7H-pyrrolo[2,3-d]pyrimidin-4-ylamino)phenoxy)hexyl-2-(2-(2,6-dioxopiperidin-3-yl)-1,3-dioxoisoindolin-4-yloxy)acetate N1=CN=C(C2=C1NC=C2)NC2=CC=C(OCCCCCCOC(COC1=C3C(N(C(C3=CC=C1)=O)C1C(NC(CC1)=O)=O)=O)=O)C=C2